methyl 2-(2-{[4-(4-{[(tert-butoxy) carbonyl] amino}-4-methylpiperidin-1-yl) phenyl] amino} pyrimidin-4-yl)-1-benzofuran-6-carboxylate C(C)(C)(C)OC(=O)NC1(CCN(CC1)C1=CC=C(C=C1)NC1=NC=CC(=N1)C=1OC2=C(C1)C=CC(=C2)C(=O)OC)C